C(C1=CC=C(NCC2=CN=C3N=C(N)NC(=O)C3=N2)C=C1)(=O)[O-] Pteroate